CCC(=O)O.C(C)(=O)OCC ethyl acetate (methyl acetate)